[Cl-].C(C=C)(=O)C[N+](C)(C)CCN acryloyl-aminoethyl-trimethyl-ammonium chloride